C(C)(C)(C)OC(=O)N1C(CC1)OCC=O 2-oxoethoxy-azetidine-1-carboxylic acid tert-butyl ester